5-((tert-Butyloxycarbonyl)(3-(8-(((3S,4R)-3-fluoro-1-methylpiperidin-4-yl)amino)-3-(2,2,2-trifluoroethyl)indolizin-2-yl)prop-2-yn-1-yl)amino)-4-methoxypyrimidine-2-carboxylic acid C(C)(C)(C)OC(=O)N(C=1C(=NC(=NC1)C(=O)O)OC)CC#CC=1C=C2C(=CC=CN2C1CC(F)(F)F)N[C@H]1[C@H](CN(CC1)C)F